COC1=C(C=C(C=C1)C1(CC1)C1=NN(C=N1)C)S(=O)(=O)NC(=O)C1=NC2=CC=CC(=C2C=C1)C1=NC=CC=C1 N-((2-methoxy-5-(1-(1-methyl-1H-1,2,4-triazol-3-yl)cyclopropyl)phenyl)sulfonyl)-5-(pyridin-2-yl)quinoline-2-carboxamide